1-Benzyl-4H,5H,6H,7H-pyrrolo[2,3-c]pyridine C(C1=CC=CC=C1)N1C=CC2=C1CNCC2